2,3-Dihydro-1,4-benzodioxin-2-ylmethyl 4-[2-(4-fluorophenyl)-4-oxo-1,3-thiazolidin-3-yl]-3-methylbenzoate FC1=CC=C(C=C1)C1SCC(N1C1=C(C=C(C(=O)OCC2COC3=C(O2)C=CC=C3)C=C1)C)=O